C(C1=CC=CC=C1)OC1=NC(=CC=C1C1=NN(C2=C(C=CC=C12)N(C1CCC2(CN(C2)C(=O)OC(C)(C)C)CC1)C)C)OCC1=CC=CC=C1 tert-butyl 7-((3-(2,6-bis(benzyloxy)pyridin-3-yl)-1-methyl-1H-indazol-7-yl)(methyl)amino)-2-azaspiro[3.5]nonane-2-carboxylate